N-phenyl-beta-naphthylamine C1(=CC=CC=C1)NC1=CC2=CC=CC=C2C=C1